5-(1-methyl-1H-benzo[d][1,2,3]triazol-6-yl)-N-(cis-4-(trifluoromethoxy)cyclohexyl)pyrrolo[2,1-f][1,2,4]triazin-2-amine CN1N=NC2=C1C=C(C=C2)C=2C=CN1N=C(N=CC12)N[C@@H]1CC[C@@H](CC1)OC(F)(F)F